OC=1C=C(C[C@H](N)C(=O)O)C=C(C1O)O 3,4,5-Trihydroxyphenylalanine